3-{[2-(4-Chlorophenyl)imidazo[1,2-a]pyrimidin-3-yl]methyl}-N-[2-chloro-5-(trifluoromethyl)-phenyl]-3,8-diazabicyclo[3.2.1]octan-8-carboxamid ClC1=CC=C(C=C1)C=1N=C2N(C=CC=N2)C1CN1CC2CCC(C1)N2C(=O)NC2=C(C=CC(=C2)C(F)(F)F)Cl